N1(CCC1)CC1=C(CN(C(C(C)(C)C)=O)CC(NC=2C=C3CC4(C(NC5=NC=CC=C54)=O)CC3=CC2)=O)C=CC=C1 N-(2-(Azetidin-1-ylmethyl)benzyl)-N-(2-oxo-2-((2'-oxo-1,1',2',3-tetrahydrospiro[indene-2,3'-pyrrolo[2,3-b]pyridine]-5-yl)amino)ethyl)pivalamide